(1r,4r)-4-(1,3,4-thiadiazol-2-yl)cyclohexan-1-amine hydrochloride Cl.S1C(=NN=C1)C1CCC(CC1)N